Z-histidine N[C@@H](CC1=CNC=N1)C(=O)O